3-[(4-methoxyphenyl)methyl]-5-methyl-3h,4h,5h,6h,7h-pyrimido[4,5-b][1,4]oxazine-4,6-dione COC1=CC=C(C=C1)CN1C=NC=2OCC(N(C2C1=O)C)=O